OC[C@@]1(N2C[C@@H]([C@@H](C1=O)CC2)C(F)(F)F)COC (1R,2R,4S,5R)-2-(hydroxymethyl)-2-(methoxymethyl)-5-(trifluoromethyl)quinuclidin-3-one